(R)-N1-(2,3-dihydro-1H-inden-1-yl)-N1-((5-(trifluoromethyl)pyridin-2-yl)methyl)oxalamide [C@H]1(CCC2=CC=CC=C12)N(C(C(=O)N)=O)CC1=NC=C(C=C1)C(F)(F)F